(E)-3-[4-[3-(4-Acetyl-3-hydroxy-2-propylphenoxy)propoxy]phenyl]-1-phenylprop-2-en-1-one C(C)(=O)C1=C(C(=C(OCCCOC2=CC=C(C=C2)/C=C/C(=O)C2=CC=CC=C2)C=C1)CCC)O